2-(2,4-difluorophenyl)-1-(4-(10-(5-methoxy-1H-indol-1-yl)decyl)piperazin-1-yl)-3-(1H-1,2,4-triazol-1-yl)propan-2-ol FC1=C(C=CC(=C1)F)C(CN1CCN(CC1)CCCCCCCCCCN1C=CC2=CC(=CC=C12)OC)(CN1N=CN=C1)O